1-(4-(3-Amino-2-(3-(4-(tert-butyl)piperazin-1-yl)phenyl)pyridin-4-yl)-2-chlorophenyl)-3-methyl-1H-imidazol-2(3H)-one NC=1C(=NC=CC1C1=CC(=C(C=C1)N1C(N(C=C1)C)=O)Cl)C1=CC(=CC=C1)N1CCN(CC1)C(C)(C)C